(2S,4R)-1-((S)-2-(9-aminononanamido)-3,3-dimethylbutanoyl)-4-hydroxy-N-((S)-1-(4-(4-methylthiazol-5-yl)phenyl)ethyl)pyrrolidine-2-carboxamide hydrochloride Cl.NCCCCCCCCC(=O)N[C@H](C(=O)N1[C@@H](C[C@H](C1)O)C(=O)N[C@@H](C)C1=CC=C(C=C1)C1=C(N=CS1)C)C(C)(C)C